(E)-3-(4-(bis(2,2-bis(4-methoxyphenyl)vinyl)amino)phenyl)-2-cyanoacrylic acid COC1=CC=C(C=C1)C(=CN(C1=CC=C(C=C1)/C=C(/C(=O)O)\C#N)C=C(C1=CC=C(C=C1)OC)C1=CC=C(C=C1)OC)C1=CC=C(C=C1)OC